BrC1=CC2=C(C=3N(CCC2NC2=CC(=CC=C2)OC)N=NC3C)C=C1 9-bromo-N-(3-methoxyphenyl)-1-methyl-6,7-dihydro-5H-benzo[c][1,2,3]triazolo[1,5-a]azepin-7-amine